(4-FLUORO-5-ISOPROPYL-2-METHOXYPHENYL)BORONIC ACID FC1=CC(=C(C=C1C(C)C)B(O)O)OC